C12C3CC(C2C2CC1C(=O)OC2=O)C(=O)OC3=O bicyclo[3.3.0]octane-2,4,6,8-tetracarboxylic acid-2,4:6,8-dianhydride